2-(4-cyclopropyl-6-methoxypyrimidin-5-yl)-4-(4-(1-methyl-4-(trifluoromethyl)-1H-imidazol-2-yl)phenoxy)pyrido[3,2-d]pyrimidine C1(CC1)C1=NC=NC(=C1C=1N=C(C2=C(N1)C=CC=N2)OC2=CC=C(C=C2)C=2N(C=C(N2)C(F)(F)F)C)OC